FC(C(=O)NN1C(C2=CC=CC=C2C(=N1)C(F)(F)F)=O)(C1=CC=CC=C1)F difluoro-N-[1-oxo-4-(trifluoromethyl)phthalazin-2(1H)-yl]-2-phenylacetamide